[Si](C1=CC=CC=C1)(C1=CC=CC=C1)(C(C)(C)C)OC[C@H]1[C@@]([C@H](C(O1)CC(=O)[O-])CC(=O)[O-])(CC(=O)[O-])C (3r,4r,5r)-5-(((tert-butyldiphenylsilyl) oxy) methyl)-4-methyltetrahydrofuran-2,3,4-triyltriacetate